ClC=1C=C(C2=C(N=C(O2)N2CC3CCC(C2)N3C(=O)OC(C)(C)C)C1OC(F)(F)F)C1=NC=CC=C1 tert-Butyl 3-(5-chloro-7-(pyridin-2-yl)-4-(trifluoromethoxy)benzo[d]oxazol-2-yl)-3,8-diazabicyclo[3.2.1]octane-8-carboxylate